N-(4-cyano-1-(6-cyano-7-(8-ethynyl-7-fluoro-3-hydroxynaphthalen-1-yl)-8-fluoro-2-((tetrahydro-1H-pyrrolizin-7a(5H)-yl)methoxy)quinazolin-4-yl)-4-methylazepan-3-yl)-N-methylacrylamide C(#N)C1(C(CN(CCC1)C1=NC(=NC2=C(C(=C(C=C12)C#N)C1=CC(=CC2=CC=C(C(=C12)C#C)F)O)F)OCC12CCCN2CCC1)N(C(C=C)=O)C)C